ClC1=CC=C(C=C1)C1=NN(CC1C1=CC=CC=C1)C(NS(=O)(=O)C1=CC(=CC=C1)C(F)(F)F)=S 3-(4-Chlorophenyl)-4-phenyl-N-((3-(trifluoromethyl)phenyl)sulfonyl)-4,5-dihydro-1H-pyrazole-1-carbothioamide